[Br-].[NH4+].C(CCCCCCCCCCCCCCC)CN1CCCCC1 cetylmethylpiperidine ammonium bromide